8-oxatricyclo[7.4.0.02,7]trideca-1(9),2(7),3,5,10,12-hexaene C1=2C=3C=CC=CC3OC2C=CC=C1